ClC1=CC=C(CNC(=O)NC2=CC=C(C=C2)CN2C(CCCC2=O)C)C=C1 1-(4-chloro-benzyl)-3-(4-((2-methyl-6-oxopiperidin-1-yl)methyl)phenyl)urea